2-MethoxyEthoxymethylcytidine COCCOC[C@@]1([C@H](O)[C@H](O)[C@@H](CO)O1)N1C(=O)N=C(N)C=C1